S(SSO)O trithio hydroxide